(R)-1-((3aR,5S,6aR)-2,2-dimethyltetrahydrofuro[2,3-d][1,3]dioxol-5-yl)ethane-1,2-diol CC1(O[C@H]2[C@@H](O1)O[C@@H](C2)[C@@H](CO)O)C